pyrrolo[1,2-b]pyridazine-6-carboxamide N=1N2C(C=CC1)=CC(=C2)C(=O)N